FC(C=1C=CC=2N(N1)C(=CN2)C2=NC=CC(=C2)N2CC(OC(C2)C)CNS(=O)(=O)C)F N-((4-(2-(6-(Difluoromethyl)imidazo[1,2-b]pyridazin-3-yl)pyridin-4-yl)-6-methylmorpholin-2-yl)methyl)methanesulfonamide